6-methoxy-1-(2-(5-methoxy-1H-indol-3-yl)ethyl)-2-(morpholine-4-carbonyl)-1,2,3,4-tetrahydroisoquinoline-7-ylacetate COC=1C=C2CCN(C(C2=CC1CC(=O)[O-])CCC1=CNC2=CC=C(C=C12)OC)C(=O)N1CCOCC1